sodium methylenebis(methylnaphthalenesulfonate) C(C1=C(C2=CC=CC=C2C=C1C)S(=O)(=O)[O-])C1=C(C2=CC=CC=C2C=C1C)S(=O)(=O)[O-].[Na+].[Na+]